FC(C(=O)OCC(COC(C=C)=O)(COC(C=C)=O)CO)(CC)F pentaerythritol diacrylate difluorobutyrate